[(3S,4R)-3-(3,4-difluorophenyl)-4-methyl-pyrrolidin-1-yl]-(3-pyridazin-4-yl-1H-pyrazol-5-yl)methanone FC=1C=C(C=CC1F)[C@H]1CN(C[C@@H]1C)C(=O)C1=CC(=NN1)C1=CN=NC=C1